methyl 6-[(1R)-1-methylpent-4-enoxy]-3-nitro-5-(trifluoromethyl)pyridine-2-carboxylate C[C@H](CCC=C)OC1=C(C=C(C(=N1)C(=O)OC)[N+](=O)[O-])C(F)(F)F